BrC=1C=NN2C1N=C1C(=C2N[C@@H]2C[C@H](CC2)C(=O)N)CCC12CCCC2 (1S,3S)-3-((3-bromo-6,7-dihydrospiro[cyclopenta[d]pyrazolo[1,5-a]pyrimidine-5,1'-cyclopentane]-8-yl)amino)cyclopentanecarboxamide